(4-(2-(1H-1,2,4-triazol-1-yl)ethyl)phenoxy)-3-(isopropyl-amino)propan-2-ol N1(N=CN=C1)CCC1=CC=C(OCC(CNC(C)C)O)C=C1